C1(CC1)C=1C=C2C(=C(C(NC2=C2C=CC=NC12)=O)[N+]1=CC=CC=C1)C=1C2=CN(N=C2C(=CC1)F)C1OCCCC1 6-Cyclopropyl-4-[7-fluoro-2-(oxan-2-yl)indazol-4-yl]-3-pyridin-1-ium-1-yl-1H-1,7-phenanthroline-2-On